NC=1C=CC=C2C=CC=C(C12)OB(O)O 8-amino-1-naphthyl-boric acid